FC(N1N=CC(=C1)C1=NN2C(O[C@@H](CC2)C)=C1C(=O)O)F (5R)-2-[1-(Difluoro-methyl)pyrazol-4-yl]-5-methyl-6,7-dihydro-5H-pyrazolo[5,1-b][1,3]oxazine-3-carboxylic acid